O-Glutarylcarnitine C(CCCC(=O)O)(=O)OC(C[N+](C)(C)C)CC([O-])=O